(E)-1-bromo-2-methoxy-4-(2-nitrovinyl)benzene BrC1=C(C=C(C=C1)\C=C\[N+](=O)[O-])OC